[1-(4-fluorophenyl)-6-oxo-3-pyridyl]boronic acid FC1=CC=C(C=C1)N1C=C(C=CC1=O)B(O)O